Octanoyl-amide C(CCCCCCC)(=O)[NH-]